COC(=O)C1=CC2=C(OC(C(N2C)=O)C)C=C1N 7-amino-2,4-dimethyl-3-oxo-3,4-dihydro-2H-benzo[b][1,4]oxazine-6-carboxylic acid methyl ester